OC=1C=C(C=CC(=O)O)C=CC1O 3,4-dihydroxyl-cinnamic acid